4-fluoro-N-{1-[5-(oxetane-3-carbonyl)-5,6,7,8-tetrahydro-1,5-naphthyridin-2-yl]ethyl}benzamide FC1=CC=C(C(=O)NC(C)C2=NC=3CCCN(C3C=C2)C(=O)C2COC2)C=C1